N[C@@H]1C[C@H](N(C1)C(=O)C=1N=C2N(C=CC=C2)C1)C=1SC=C(N1)C(=O)N[C@H](C(=O)NC)CCCCNC(=N)N 2-((2S,4R)-4-Amino-1-(imidazo[1,2-a]pyridin-2-carbonyl)pyrrolidin-2-yl)-N-((S)-6-guanidino-1-(methylamino)-1-oxohexan-2-yl)thiazol-4-carboxamid